N-benzyl-3-[2-[(2S)-2-methylazetidin-1-yl]-6,7-dihydro-5H-cyclopenta[d]pyrimidin-4-yl]benzamide C(C1=CC=CC=C1)NC(C1=CC(=CC=C1)C=1C2=C(N=C(N1)N1[C@H](CC1)C)CCC2)=O